C1(CC1)C=1C=CC=2N(C1)C=C(N2)COC2=NC(=NC(=C2)NCC2=C(C=C(C=C2C)C(NO)=N)C)C(=O)OCC ethyl 4-((6-cyclopropylimidazo[1,2-a]pyridin-2-yl)methoxy)-6-((4-(N-hydroxycarbamimidoyl)-2,6-dimethylbenzyl)amino)pyrimidine-2-carboxylate